4-allyl-2-methoxy-1-((2-methylundec-1-en-1-yl)oxy)benzene C(C=C)C1=CC(=C(C=C1)OC=C(CCCCCCCCC)C)OC